(R)-4-(3-bromo-4-fluorophenyl)-3-(4-(pyrrolidin-3-ylthio)-1,2,5-oxadiazol-3-yl)-1,2,4-oxadiazol-5(4H)-one BrC=1C=C(C=CC1F)N1C(=NOC1=O)C1=NON=C1S[C@H]1CNCC1